dilithium butadiene C=CC=C.[Li].[Li]